C(=O)O.C1(CC1)COC(=O)N1N=C(C2=CC(=CC=C12)C1=C(C=CC(=C1)C#N)Cl)NC(=O)[C@H]1CNCCC1 5-(2-chloro-5-cyanophenyl)-3-{[(3R)-piperidin-3-ylcarbonyl]amino}-1H-indazole-1-carboxylic acid cyclopropylmethyl ester formate salt